3-(4-((6-(Benzyloxy)-2-(2-(1,1-difluoroethyl)-4-fluorophenyl)benzo[b]thiophen-3-yl)oxy)phenoxy)-1-(3-fluoropropyl)azetidine C(C1=CC=CC=C1)OC=1C=CC2=C(SC(=C2OC2=CC=C(OC3CN(C3)CCCF)C=C2)C2=C(C=C(C=C2)F)C(C)(F)F)C1